C(C1CO1)C(C1=C(C(=CC=C1)O)N)(CC1CO1)CC1CO1 triglycidyl-amino-m-cresol